[Cl-].C(C1=CC=CC=C1)N1C=NC(=C1C1=CC=C(C=C1)F)C1=CC=C(C=C1)F N3-benzyl-4,5-bis(4'-fluorophenyl)imidazole chloride